3-iodo-1-[(5R)-5-(methoxymethyl)pyrrolidin-3-yl]pyrazolo[4,3-c]pyridin-4-amine IC1=NN(C2=C1C(=NC=C2)N)C2CN[C@H](C2)COC